tert-butyl 4-((5-((((4-(3,4-difluorophenoxy)phenyl)carbamoyl)oxy)methyl)-2-(2,6-dioxopiperidin-3-yl)-3-oxoisoindolin-4-yl)oxy)piperidine-1-carboxylate FC=1C=C(OC2=CC=C(C=C2)NC(=O)OCC=2C(=C3C(N(CC3=CC2)C2C(NC(CC2)=O)=O)=O)OC2CCN(CC2)C(=O)OC(C)(C)C)C=CC1F